8-(1,1-difluoro-5-azaspiro[2.4]heptan-5-yl)-N-((1s,4s)-4-((dimethylamino)methyl)cyclohexyl)-6-methylpyrido[3,4-d]pyrimidin-2-amine FC1(CC12CN(CC2)C2=NC(=CC1=C2N=C(N=C1)NC1CCC(CC1)CN(C)C)C)F